2-[4-[[7-cyclopentyl-6-(dimethylcarbamoyl)pyrrolo[2,3-d]pyrimidin-2-yl]-amino]phenoxy]ethyl 4-methylbenzenesulfonate CC1=CC=C(C=C1)S(=O)(=O)OCCOC1=CC=C(C=C1)NC=1N=CC2=C(N1)N(C(=C2)C(N(C)C)=O)C2CCCC2